bis-(2,3-epoxycyclopentyl)ether C1(C2C(CC1)O2)OC2C1C(CC2)O1